(R)-3-(5-(2-oxopyrrolidin-1-yl)pyridin-3-yl)-3-(5-(2-(5,6,7,8-tetrahydro-1,8-naphthyridin-2-yl)ethoxy)-1H-indazol-1-yl)propanoic acid O=C1N(CCC1)C=1C=C(C=NC1)[C@@H](CC(=O)O)N1N=CC2=CC(=CC=C12)OCCC1=NC=2NCCCC2C=C1